(1R,3S,4R)-2-(4,7-difluoro-1H-indole-2-carbonyl)-5,5-difluoro-N-((S,E)-4-fluoro-4-(methylsulfonyl)-1-((R)-2-oxopyrrolidin-3-yl)but-3-en-2-yl)-2-azabicyclo[2.2.2]octane-3-carboxamide FC1=C2C=C(NC2=C(C=C1)F)C(=O)N1[C@H]2CC([C@@H]([C@H]1C(=O)N[C@@H](C[C@@H]1C(NCC1)=O)\C=C(\S(=O)(=O)C)/F)CC2)(F)F